O.OC[C@H](O)[C@@H](O)[C@H](O)[C@H](O)CO D-sorbitol hydrate